COC1=C(C=C(C=N1)N1C2=C(OCC1)C=NC(=C2)O[C@@H]2CN(CC2)C=O)C {(S)-3-[1-(6-methoxy-5-methyl-pyridin-3-yl)-2,3-dihydro-1H-pyrido[3,4-b][1,4]oxazin-7-yloxy]-pyrrolidin-1-yl}-methanone